1,2-dimethyl-benzene-4-boronic acid CC1=C(C=C(C=C1)B(O)O)C